6-O-octanoyl-β-fructofuranose C(CCCCCCC)(=O)OC[C@@H]1[C@H]([C@@H]([C@](CO)(O)O1)O)O